3-(4-[2,6-difluoro-4-({[(3-methyloxetan-3-yl)methyl]carbamoyl}amino)phenoxy]-1-{[2-(trimethylsilyl)ethoxy]methyl}-1H-pyrrolo[2,3-b]pyridin-3-yl)-5-fluoro-N-methylbenzamide FC1=C(OC2=C3C(=NC=C2)N(C=C3C=3C=C(C(=O)NC)C=C(C3)F)COCC[Si](C)(C)C)C(=CC(=C1)NC(NCC1(COC1)C)=O)F